5-((dimethylamino)methyl)oxazolidin-2-one CN(C)CC1CNC(O1)=O